(ethylmethylamino)hafnium C(C)N(C)[Hf]